C(C(C)C)[Al](CC(C)C)CC(C)C tri(Isobutyl)aluminium